8-fluoro-2-((hexahydro-1H-pyrrolizin-7a-yl)methoxy)-7-(2-isopropyl-3-methylphenyl)pyrido[4,3-d]pyrimidine FC1=C(N=CC2=C1N=C(N=C2)OCC21CCCN1CCC2)C2=C(C(=CC=C2)C)C(C)C